(2S)-2-({5-[(1S)-1-[(5-chloro-2-methylpyridin-3-yl)amino]ethyl]thiophen-2-yl}formamido)-3-cyclopentyl-N-[(1R)-2,2-difluorocyclopropyl]propanamide ClC=1C=C(C(=NC1)C)N[C@@H](C)C1=CC=C(S1)C(=O)N[C@H](C(=O)N[C@H]1C(C1)(F)F)CC1CCCC1